FC(OC=1C=C(C(=NC1)\N=N\C1=CC=C(C=C1)[N+](=O)[O-])F)F 5-(difluoromethoxy)-3-fluoro-2-[(E)-2-(4-nitrophenyl)diazen-1-yl]Pyridine